chloro(4-chloro-2-{[2-(trimethylsilyl)ethoxy]methyl}pyrazol-3-yl)zinc Cl[Zn]C=1N(N=CC1Cl)COCC[Si](C)(C)C